5-amino-6-(2-chloro-5-fluorophenyl)-6-hydroxy-8-oxo-1,6,7,8-tetrahydropyrrolo[3,4-g]indazole-3-carbonitrile NC=1C=C2C(=NNC2=C2C1C(NC2=O)(O)C2=C(C=CC(=C2)F)Cl)C#N